C(#N)C(CO)(C)NC(C1=CC=C(C=C1)SC(F)(F)F)=O N-(1-cyano-2-hydroxy-1-methyl-ethyl)-4-(trifluoromethyl-mercapto)benzamide